BrC=1C=C2C(=C(C(N(C2=CC1OC)C)=O)C#N)N1CCC(CC1)(C=1OC2=C(N1)C=C(C=C2)C)F 6-Bromo-4-[4-fluoro-4-(5-methyl-1,3-benzoxazol-2-yl)piperidin-1-yl]-7-methoxy-1-methyl-2-oxo-1,2-dihydroquinoline-3-carbonitrile